CC([C@@H](C(=O)O)N1C(C2=CC=CC=C2C1)=O)C (2S)-3-methyl-2-(1-oxo-1,3-dihydro-2H-isoindol-2-yl)butanoic acid